(1R,3aR,6aS)-N-((S)-1-cyano-2-((S)-2-oxopiperidin-3-yl)ethyl)-5,5-difluoro-2-(4-fluoro-1H-indole-2-carbonyl)octahydrocyclopenta[c]pyrrole-1-carboxamide C(#N)[C@H](C[C@H]1C(NCCC1)=O)NC(=O)[C@@H]1N(C[C@H]2[C@@H]1CC(C2)(F)F)C(=O)C=2NC1=CC=CC(=C1C2)F